ClC=1C=C2C(=CN=C(C2=CN1)NCC(C)N(C)C)C(=C)C N1-(6-chloro-4-(prop-1-en-2-yl)-2,7-naphthyridin-1-yl)-N2,N2-dimethylpropane-1,2-diamine